3-(5-(10-acetyl-3,3-dimethyl-1-oxo-2,3,4,5,10,11-hexahydro-1H-dibenzo[b,e][1,4]diazepin-11-yl)furan-2-yl)benzoic acid C(C)(=O)N1C2=C(NC3=C(C1C1=CC=C(O1)C=1C=C(C(=O)O)C=CC1)C(CC(C3)(C)C)=O)C=CC=C2